N-(5-(3-butyl-4-oxo-3,4-dihydro-quinazolin-6-yl)pyridin-2-yl)cyclobutanecarboxamide C(CCC)N1C=NC2=CC=C(C=C2C1=O)C=1C=CC(=NC1)NC(=O)C1CCC1